O[C@@H]([C@@H](C(N1CC2(CNC2=O)CCC1)=O)NC(OCC1=CC=CC=C1)=O)C benzyl ((2S,3R)-3-hydroxy-1-oxo-1-(1-oxo-2,6-diazaspiro[3.5]nonan-6-yl)butan-2-yl)carbamate